FC=1C=C(C2=C(C(=C(O2)CO)C)C1)F (5,7-difluoro-3-methylbenzofuran-2-yl)methanol